C12C3CCC(C2C2CCC1C2)C3 Tetracyclo[4.4.0.12,5.17,10]dodecane